FC(OC1=NOC(=C1)C(=O)OC)F methyl 3-(difluoromethoxy)-1,2-oxazole-5-carboxylate